C[C@@H]1[C@@H]2[C@@H](OC1=O)C[C@H](CC2)C |r| (3RS,3aRS,6SR,7ASR)-perhydro-3,6-dimethyl-benzo[b]furan-2-one